NCCCN(CCCN)CCCN tris-Aminopropylamin